C(C(O)C1=CC=CC=C1)(=O)O (+)-mandelic acid